CN(C1=CC=C(C=C1)C)C N,N,4-trimethyl-aniline